C(C1=CC=CC=C1)C=1N=C(NC(C1C#N)=O)SCC(=O)O (4-benzyl-5-cyano-6-oxo-1,6-dihydro-pyrimidin-2-ylsulfanyl)-acetic acid